C(CC)C1=C(C=CC=C1)NC(=O)N N-(propylphenyl)urea